phenyl (2-fluorovinyl) sulfide FC=CSC1=CC=CC=C1